FC(C1=NN=C(O1)NC(=O)C1=NN2C(C(N(CC2)CC2=C(C=CC=C2)Cl)=O)=C1C1CC1)(F)F 5-(2-Chlorobenzyl)-3-cyclopropyl-4-oxo-4,5,6,7-tetrahydropyrazolo[1,5-a]pyrazine-2-carboxylic acid (5-trifluoromethyl-[1,3,4]oxadiazol-2-yl) amide